O1CCN(CC1)C1=C(C=C2CN(C(C2=C1)=O)C[C@@H]1COCC1)NC(=O)C=1C=NN2C1N=CC=C2 N-[6-morpholino-1-oxo-2-[[(3R)-tetrahydrofuran-3-yl]methyl]isoindolin-5-yl]pyrazolo[1,5-a]pyrimidine-3-carboxamide